BrCC1=CC=C(OCC2=CC3=CC=CC=C3C=C2)C=C1 2-((4-(bromomethyl)phenoxy)methyl)naphthalene